C(C)(C)(C)OC(=O)N1CCN(CC1)C1=CC(=C(C=C1)C(=O)OC)S(=O)(=O)C.C1(CC1)[C@H](C)N1C(C2=C(C=C(C=C2C1)C1=CC(=NN1)NC(C)=O)S(=O)(=O)C)=O (S)-N-(5-(2-(1-cyclopropylethyl)-7-(methylsulfonyl)-1-oxoisoindol-5-yl)-1H-pyrazol-3-yl)acetamide tert-butyl-4-[3-methanesulfonyl-4-(methoxycarbonyl)phenyl]piperazine-1-carboxylate